4-(4-methylpiperidinyl)pyridine CC1CCN(CC1)C2=CC=NC=C2